7-bromo-3-(trifluoromethyl)naphthalene-1-ol BrC1=CC=C2C=C(C=C(C2=C1)O)C(F)(F)F